BrC1=CC(=C(O[C@H](C(=O)OCC)C(=C)C)C=C1)F ethyl (S)-2-(4-bromo-2-fluorophenoxy)-3-methyl-3-butenoate